1-(3-bromophenyl)-1H-pyrazol BrC=1C=C(C=CC1)N1N=CC=C1